3-[2-(tert-butoxycarbonylamino)-3-ethoxy-propyl]Indole-1-carboxylic acid tert-butyl ester C(C)(C)(C)OC(=O)N1C=C(C2=CC=CC=C12)CC(COCC)NC(=O)OC(C)(C)C